NC1CC(C1)OC[C@H]1C(NCCO[C@@H]([C@H](C(N([C@H](C(N[C@H](C(N[C@H](C(N1)=O)CN)=O)C1CCCCCC1)=O)CCC)C)=O)C)CCCCCC)=O (6S,9S,12S,15S,18R,19R)-6-[(3-aminocyclobutoxy)methyl]-9-(aminomethyl)-12-cycloheptyl-19-hexyl-16,18-dimethyl-15-propyl-1-oxa-4,7,10,13,16-pentazacyclononadecane-5,8,11,14,17-pentone